ClC=1C=C2C(=CC1)NC(C21CCN(CC1)CCOC=1C=NC(=C(C1)C(F)(F)F)[C@@H](CO)O)=O |o1:28| 5-chloro-1'-[2-({6-[(1S) or (1R)-1,2-dihydroxyethyl]-5-(trifluoromethyl)pyridin-3-yl}oxy)ethyl]-1,2-dihydrospiro[indole-3,4'-piperidin]-2-one